3-(5-((2-(8-oxa-2-azaspiro[4.5]decan-2-yl)cyclopentyl)oxy)-1-oxoisoindolin-2-yl)piperidine-2,6-dione C1N(CCC12CCOCC2)C2C(CCC2)OC=2C=C1CN(C(C1=CC2)=O)C2C(NC(CC2)=O)=O